3-bromo-4-(3-methoxy-2,6-dimethylphenyl)-1,2-dimethyl-pyrrolo[2,3-b]pyridine-6-carboxamide BrC1=C(N(C2=NC(=CC(=C21)C2=C(C(=CC=C2C)OC)C)C(=O)N)C)C